FC1=C(C=C(C(=C1)C)C1=NC=C(C=N1)F)NC(=O)N1C2CC(CC1(C2)C=2OC(=NN2)C)C trans-N-(2-fluoro-5-(5-fluoropyrimidin-2-yl)-4-methylphenyl)-3-methyl-1-(5-methyl-1,3,4-oxadiazol-2-yl)-6-azabicyclo[3.1.1]heptane-6-carboxamide